OCCCOS(=O)(=O)OC(C(=C)C)=O Hydroxypropyl-methacryloyldihydrogensulfat